[K+].C(C)C(CC(C(=O)[O-])C(=O)[O-])CCC.[K+] 2-(2-ethylpentyl)malonic acid, potassium salt